(5S,7R,8R,9S,10R)-7-(hydroxymethyl)-9-(4-(3,4,5-trifluorophenyl)-1H-pyrazol-1-yl)-1,6-dioxaspiro[4.5]decane-8,10-diol OC[C@H]1O[C@@]2(CCCO2)[C@@H]([C@H]([C@H]1O)N1N=CC(=C1)C1=CC(=C(C(=C1)F)F)F)O